1-amino-6-((trans)-2-cyanocyclopropanecarboxamido)-2,7-naphthyridine NC1=NC=CC2=CC(=NC=C12)NC(=O)[C@H]1[C@@H](C1)C#N